(2R,4aS,4bR,6aS,7R,11aS,11bR,13aR)-7-(hydroxymethyl)-2,6a-dimethyloctadecahydro-1H-cyclohepta[a]phenanthren-2-ol OC[C@@H]1CCCC[C@@H]2[C@@]1(CC[C@@H]1[C@H]3CC[C@](C[C@H]3CC[C@@H]21)(O)C)C